BrC1=C2CN(C(NC2=CC=C1)=O)C1CCC(CC1)C(=O)NC1=CC(=C(C=C1)C)OC 4-(5-bromo-2-oxo-1,4-dihydroquinazolin-3-yl)-N-(3-methoxy-4-methyl-phenyl)cyclohexanecarboxamide